C1(CC1)[C@]1(C(N(C[C@H]1C)C=1C=2N(C=C(N1)C=1C=NN(C1)C1CC3(COC3)C1)N=CC2)=O)C#N (3R,4S)-3-cyclopropyl-4-methyl-1-[6-[1-(2-oxaspiro[3.3]heptan-6-yl)pyrazol-4-yl]pyrazolo[1,5-a]pyrazin-4-yl]-2-oxopyrrolidine-3-carbonitrile